C(#N)C(C(=O)OCCC)=CC1=CC=C(C=C1)O propyl α-cyano-4-hydroxy-cinnamate